2-(methyl-amino)acetic acid CNCC(=O)O